3-(2-amino-3-((1s,2s)-2-fluorocyclopropane-1-carbonyl)imidazo[1,2-a]pyridin-6-yl)-1H-pyrrole-1-carboxylic acid tert-butyl ester C(C)(C)(C)OC(=O)N1C=C(C=C1)C=1C=CC=2N(C1)C(=C(N2)N)C(=O)[C@H]2[C@H](C2)F